ethyl (3R,4R)-4-(2-(5-cyclopropyl-4,7-difluoro-3,3-dimethyl-2-oxoindolin-1-yl)acetamido)-3-(trifluoromethyl)pentanoate C1(CC1)C=1C(=C2C(C(N(C2=C(C1)F)CC(=O)N[C@@H]([C@@H](CC(=O)OCC)C(F)(F)F)C)=O)(C)C)F